ClC=1C(=C(C=CC1)CNC(CNC[C@@H]1C[C@H](C1)O)=O)F N-(3-chloro-2-fluorophenylmethyl)-2-((((trans)-3-hydroxycyclobutyl)methyl)amino)acetamide